7-methylcoumarine CC1=CC=C2C=CC(OC2=C1)=O